ClC1=CC(=C(S1)C1=CC=C(C(=N1)C)OC1CCCCC1)C=O (1S,3S)-3-((6-(5-chloro-3-formylthiophen-2-yl)-2-methylpyridin-3-yl)oxy)cyclohexane